C(C)(C)(C)C1=NOC(=C1)C[C@H]1O[C@@H]([C@@H]([C@@H]([C@H]1OCC(=O)O)N1N=NC(=C1)C1=C(C(=C(C=C1)F)F)F)O)CO 2-(((2R,3R,4S,5R,6R)-2-((3-(tert-butyl)isoxazol-5-yl)methyl)-5-hydroxy-6-(hydroxymethyl)-4-(4-(2,3,4-trifluorophenyl)-1H-1,2,3-triazol-1-yl)tetrahydro-2H-pyran-3-yl)oxy)acetic acid